C(CCCCCCCC=C)C1OCCC(O1)CCC(=O)C1=CC=CC=C1 3-(2-(dec-9-en-1-yl)-1,3-dioxan-4-yl)-1-phenylpropan-1-one